[NH4+].BrC=1C=CC=C2C=CC(NC12)(C(CC(=O)[O-])C(=O)[O-])C(F)(F)F.[NH4+] 8-bromo-2-(trifluoromethyl)quinolinesuccinic acid ammonium salt